BrC1=C2C=CNC2=CC=C1NC(=O)C1=CC=2C3=C(COC2C=C1C1=C(C(=O)OC)C=C(C=C1)C(NCC(C)C)=O)C=CS3 methyl 2-(8-((4-bromo-1H-indol-5-yl)carbamoyl)-4H-thieno[3,2-c]chromen-7-yl)-5-(isobutylcarbamoyl)benzoate